C(C)(C)C1=C(C=CC=C1)C1=NC=C(C(=N1)N(CC1CCN(CC1)C=1N(C=C(N1)C(F)(F)F)C)C)OC 2-(2-Isopropylphenyl)-5-methoxy-N-methyl-N-((1-(1-methyl-4-(trifluoromethyl)-1H-imidazol-2-yl)piperidin-4-yl)methyl)pyrimidin-4-amine